OC1C(OC2=CC(=CC(=C2C1=O)O)O)C1=CC(=C(C(=C1)O)O)O 3,5,7-trihydroxy-2-(3,4,5-trihydroxyphenyl)chroman-4-one